FC(OC1=CC=C(C=CC(=O)O)C=C1)(F)F para-trifluoromethoxycinnamic acid